CN1C(=NN=C1)C1(COCC1)C=1C=C(C=CC1)N1C(C2=CC=CC(=C2C1)C(F)(F)F)=O 2-(3-(3-(4-methyl-4H-1,2,4-triazol-3-yl)tetrahydrofurane-3-yl)phenyl)-4-(trifluoromethyl)isoindolin-1-one